C(C)(C)(C)OC(=O)N1CCN(CC1)CCCN1CCN(CC1)C=1C=C2C(N(C(C2=CC1)=O)C1C(NC(CC1)=O)=O)=O 4-(3-(4-(2-(2,6-dioxopiperidin-3-yl)-1,3-dioxoisoindolin-5-yl)piperazin-1-yl)propyl)piperazine-1-carboxylic acid tert-butyl ester